NC=1C(=NC=CN1)C(O)C1=C(C=C(C(=C1)C1=NC=NC2=CC(=CC=C12)N1CCOCC1)F)Cl (3-Amino-pyrazin-2-yl)-[2-chloro-4-fluoro-5-(7-morpholin-4-yl-quinazolin-4-yl)-phenyl]methanol